8-(2,4-dichlorophenyl)-9-(2-fluoro-4-((1-(3-fluoropropyl)azetidin-3-ylidene)methyl)-6-methylphenyl)-6,7-dihydro-5H-benzo[7]annulene-3-carboxylic acid hydrochloride Cl.ClC1=C(C=CC(=C1)Cl)C=1CCCC2=C(C1C1=C(C=C(C=C1C)C=C1CN(C1)CCCF)F)C=CC(=C2)C(=O)O